BrC(C(=O)NC=1C=C(C(=O)OC)C=CC1O)C methyl 3-(2-bromopropaneamido)-4-hydroxybenzoate